ClC1=C(C=C(C=C1)F)C1(NC(C2=C1C(=CC1=C(N(N=C21)C)S(=O)(=O)C)NC(C2=CC(=CC(=C2)F)C(F)(F)F)=O)=O)O N-[6-(2-chloro-5-fluorophenyl)-6-hydroxy-2-methyl-3-(methyldioxo-λ6-sulfanyl)-8-oxo-7,8-dihydro-6H-pyrrolo[4,3-g]indazol-5-yl]-5-fluoro-3-(trifluoromethyl)benzamide